3-(3-Methyl-2-oxo-4-((4-(piperidin-4-ylmethyl)piperidin-1-yl)methyl)-2,3-dihydro-1H-benzo[d]imidazol-1-yl)piperidine-2,6-dione CN1C(N(C2=C1C(=CC=C2)CN2CCC(CC2)CC2CCNCC2)C2C(NC(CC2)=O)=O)=O